pentamethyl-bis(diethylaminooxy)mono(methylethylaminooxy)cyclotetrasiloxane C[Si]1(O[Si](O[Si](O[Si](O1)(ON(CC)C)C)(C)C)(ON(CC)CC)ON(CC)CC)C